N(=O)OC(C)(C)C Tert.-butyl nitrite